methylstyrene phthalate C(C=1C(C(=O)O)=CC=CC1)(=O)O.CC=CC1=CC=CC=C1